CC1=CC(=NN1)NC=1C2=C(N=C(N1)C1CC3(CCCNC3=O)CCN1)SC=C2 8-(4-((5-methyl-1H-pyrazol-3-yl)amino)thieno[2,3-d]pyrimidin-2-yl)-2,9-diazaspiro[5.5]undecan-1-one